ethyl (R)-6-(2-((2-(4-(furan-2-yl)phenyl)-5-methyl-1H-imidazol-1-yl)methyl)phenoxy)-3-methylhexanoate O1C(=CC=C1)C1=CC=C(C=C1)C=1N(C(=CN1)C)CC1=C(OCCC[C@H](CC(=O)OCC)C)C=CC=C1